1-(4-pyridin-2-yl-phenyl)-ethylamine N1=C(C=CC=C1)C1=CC=C(C=C1)C(C)N